1-(4-chloro-3-fluorophenyl)-6-methoxy-3,3-dimethyl-2,3-dihydro-1H-pyrrolo[3,2-b]pyridine-5-carboxylic acid ClC1=C(C=C(C=C1)N1CC(C2=NC(=C(C=C21)OC)C(=O)O)(C)C)F